methyl 4-hydroxy-8-oxa-1-azaspiro[4.5]dec-3-ene-3-carboxylate OC1=C(CNC12CCOCC2)C(=O)OC